7-ethyl-2-((4-methyl-6-(oxazol-2-yl)pyridin-3-yl)amino)-9-(tetrahydro-2H-pyran-4-yl)-7,9-dihydro-8H-purin-8-one C(C)N1C(N(C2=NC(=NC=C12)NC=1C=NC(=CC1C)C=1OC=CN1)C1CCOCC1)=O